C12CCCCC2C[W]C1 8-tungstabicyclo[4.3.0]nonane